6-Amino-3-((1S,2R)-4'-chloro-2-methyl-1',2'-dihydrospiro[cyclopropane-1,3'-pyrrolo[2,3-b]pyridin]-5'-yl)-2-fluoro-N,N-dimethylbenzamide NC1=CC=C(C(=C1C(=O)N(C)C)F)C=1C(=C2C(=NC1)NC[C@@]21[C@@H](C1)C)Cl